Ls-tyrosine N[C@@H](CC1=CC=C(C=C1)O)C(=O)O